3-[4-[2-butyl-1-[4-(4-chlorophenoxy)phenyl]imidazol-4-yl]phenoxy]-N,N-diethylpropan-1-amine C(CCC)C=1N(C=C(N1)C1=CC=C(OCCCN(CC)CC)C=C1)C1=CC=C(C=C1)OC1=CC=C(C=C1)Cl